C(CCCCCCC)C(CCCCCCCC)OC(CCCCCCCN(CCNC(/C=C/C(=O)NCCN(CCCCCCCC(=O)OC(CCCCCCCC)CCCCCCCC)CCCCCC(OCCCCCCCCCCC)=O)=O)CCCCCC(OCCCCCCCCCCC)=O)=O 1-octylnonyl 8-[2-[[(E)-4-[2-[[8-(1-octylnonoxy)-8-oxo-octyl]-(6-oxo-6-undecoxy-hexyl)amino]ethylamino]-4-oxo-but-2-enoyl] amino]ethyl-(6-oxo-6-undecoxy-hexyl)amino]octanoate